1-(4-((1R,2S)-6-Hydroxy-2-methyl-1,2,3,4-tetrahydronaphthalen-1-yl)phenyl)piperidine-4-carbaldehyde OC=1C=C2CC[C@@H]([C@@H](C2=CC1)C1=CC=C(C=C1)N1CCC(CC1)C=O)C